N-(6-(5-chloro-6-fluoro-7-((4-methyl-1H-imidazol-1-yl)methyl)-1H-indazol-4-yl)imidazo[1,2-a]pyrazin-2-yl)-2-fluorocyclopropane-1-carboxamide ClC=1C(=C2C=NNC2=C(C1F)CN1C=NC(=C1)C)C=1N=CC=2N(C1)C=C(N2)NC(=O)C2C(C2)F